O[C@H]1CC[C@H](CC1)C(=O)OC(C)(C)C tert-Butyl cis-4-hydroxycyclohexanecarboxylate